C1(=CC=CC2=CC=CC=C12)C(=O)[O-] naphthalenoate